[Mo].OC=1C=C(CNC2=C3NC=NC3=NC=N2)C=CC1O 6-(3,4-dihydroxybenzylamino)purine Molybdenum